O.CN1N=CC(=C1)C=1C=C2C(=NC1)NC(=N2)N 6-(1-methyl-1H-pyrazol-4-yl)-3H-imidazo[4,5-b]pyridin-2-amine monohydrate